[SiH3]Cl silanyl chloride